OC(C(=O)[O-])CC.[Na+] Sodium 2-hydroxybutanoate